(S)-3-((S)-sec-butyl)-7-fluoro-4-(6-oxo-1,6-dihydropyridine-2-carbonyl)-1,3,4,5-tetrahydro-2H-benzo[e][1,4]diazepin-2-one [C@H](C)(CC)[C@@H]1N(CC2=C(NC1=O)C=CC(=C2)F)C(=O)C=2NC(C=CC2)=O